FC1=C(C(=O)OC)C=CC(=C1)N1CCC2(OCCO2)CC1 methyl 2-fluoro-4-(1,4-dioxa-8-azaspiro[4.5]decan-8-yl)benzoate